(R)-8-(1-acryloylpiperidin-3-yl)-7-fluoro-1,2,3,4-tetrahydrocyclopenta[b]-indole-5-carboxamide C(C=C)(=O)N1C[C@H](CCC1)C1=C2C3=C(NC2=C(C=C1F)C(=O)N)CCC3